1-(4-[(2,6-dioxopiperidin-3-yl)amino]-2-fluorophenylpiperidin-4-yl)propanal O=C1NC(CCC1NC1=CC(=C(C=C1)N1CCC(CC1)C(CC)=O)F)=O